CS(=O)(=O)C=1C=C(C(=O)OC)C=CC1OCC1CCN(CC1)S(=O)(=O)C Methyl 3-(methylsulfonyl)-4-((1-(methylsulfonyl)piperidin-4-yl)methoxy)-benzoate